O[C@@]1(C(N(CC1)C)=O)C1=CC(=NO1)C=1C=C(C=C(C1)OC)C1=CC=CC(=N1)C(=O)N (R)-6-(3-(5-(3-hydroxy-1-methyl-2-oxopyrrolidin-3-yl)isoxazol-3-yl)-5-methoxyphenyl)pyridineamide